methyl (1S,3S)-3-((6-(5-bromo-3-formylthiophen-2-yl)-2-methylpyridin-3-yl)oxy)cyclohexane-1-carboxylate BrC1=CC(=C(S1)C1=CC=C(C(=N1)C)O[C@@H]1C[C@H](CCC1)C(=O)OC)C=O